C(CCC)OCCC(=O)N(C)C 3-n-butoxy-N,N-dimethylpropionamide